ClC=1C=C2C=C(NC2=CC1C1=NC=C(N=C1)OC)CNC(=O)[C@@H]1[C@@H](C1)OC cis-N-{[5-chloro-6-(5-methoxy-2-pyrazinyl)-2-indolyl]methyl}(1S,2R)-2-methoxycyclopropanecarboxamide